Tert-butyl 4-(6-fluoro-3-methyl-2-oxo-1-((2-(trimethylsilyl)ethoxy)methyl)-2,3-dihydro-1H-benzo[d]imidazol-5-yl)-3-hydroxypiperidine-1-carboxylat FC=1C(=CC2=C(N(C(N2C)=O)COCC[Si](C)(C)C)C1)C1C(CN(CC1)C(=O)OC(C)(C)C)O